Selenium-Sulphide [Se]=S